C(C)(=O)NC1=NC=CC=C1CCC(=O)OC methyl (R)-2-acetamido-3-pyridine-propionate